2,4-bis-(trichloromethyl)-6-p-methoxystyryl-s-triazine ClC(C1=NC(=NC(=N1)C(Cl)(Cl)Cl)C=CC1=CC=C(C=C1)OC)(Cl)Cl